COC(CCCCC1=NC2=C(N1C1=CC=CC3=CC=CC=C13)C=CC(=C2)C)=O (S)-Methyl-5-(5-methyl-1-(naphthalene-1-yl)-1H-benzo[d]imidazole-2-yl)pentanoate